ClC1=CC=C(C=C1)C(C)(C#C)C=1N=C(SC1)NC(=O)NC1CN(CC1)CC1=CC=C(C=C1)C 1-(4-(2-(4-chlorophenyl)-but-3-yn-2-yl)thiazol-2-yl)-3-(1-(4-methylbenzyl)-pyrrolidin-3-yl)urea